2-((2-iodo-1-toluenesulfonyl-1H-pyrrolo[2,3-b]pyridin-4-yl)oxy)-1-(tetrahydro-2H-pyran-4-yl)ethan-1-one IC1=CC=2C(=NC=CC2OCC(=O)C2CCOCC2)N1S(=O)(=O)CC1=CC=CC=C1